ClC1=C(C=CC=C1)C1CC2(C1)NC(N(C2=O)C2=CN=CC1=CC=CC=C21)=O 2-(2-chlorophenyl)-7-(isoquinolin-4-yl)-5,7-diazaspiro[3.4]octane-6,8-dione